2-[1-(1,1-dimethylpropyl)pyrazol-4-yl]-5-propyl-3H-imidazo[2,1-b]purin-4-one CC(CC)(C)N1N=CC(=C1)C1=NC=2N3C(N(C(C2N1)=O)CCC)=NC=C3